ethyl-5-(2-methylbenzothiophen-3-yl)pyridin-2-amine C(C)C=1C(=NC=C(C1)C1=C(SC2=C1C=CC=C2)C)N